N1=C(SC2=C1C=1CCOC1C=C2)N2C(NC[C@H]2C#CC)=O |r| (RS)-1-(7,8-dihydrobenzofuro[4,5-d]thiazol-2-yl)-5-(prop-1-yn-1-yl)imidazolidin-2-one